[Li+].NC1=NC=C(C=C1NC[C@](C(=O)[O-])(C)C#N)Br (R)-3-((2-amino-5-bromopyridin-3-yl)amino)-2-cyano-2-methylpropanoic acid, Lithium salt